[Si](C)(C)(C(C)(C)C)OC1CC(CCC1)NC1=NC=C(C#N)C=C1 6-((3-((tert-butyldimethylsilyl)oxy)cyclohexyl)amino)nicotinonitrile